CC=1N=C(C(=NC1C1=CC=CC=2N(C=NC21)C)C(=O)N)NC2=CC=C(C=C2)[C@H]2CN(CCO2)C |o1:27| 5-Methyl-6-(1-methylbenzimidazol-4-yl)-3-[4-[rel-(2S)-4-methylmorpholin-2-yl]anilino]pyrazin-2-carboxamid